4,6-dichloro-5-hydroxy-N-(4-oxo-3-(2-phenylcyclopropyl)-2-(trifluoromethyl)-3,4-dihydroquinazolin-5-yl)picolinamide ClC1=CC(=NC(=C1O)Cl)C(=O)NC1=C2C(N(C(=NC2=CC=C1)C(F)(F)F)C1C(C1)C1=CC=CC=C1)=O